O1COC2=C1C=CC=C2O[C@@H](CCN2CCCCC2)C=2SC(=CC2)Br (S)-N-(3-(benzo[d][1,3]dioxol-4-yloxy)-3-(5-bromothiophen-2-yl)propyl)piperidine